(R)-3-amino-5-fluoro-6-(3-(5-(3-hydroxy-1-methyl-2-oxopyrrolidin-3-yl)isoxazol-3-yl)phenyl)picolinamide NC=1C(=NC(=C(C1)F)C1=CC(=CC=C1)C1=NOC(=C1)[C@]1(C(N(CC1)C)=O)O)C(=O)N